(S)-3-(benzylamino)-1-(3,6-dihydro-2H-pyran-4-yl)-4-oxo-4,6,7,8-tetrahydropyrrolo[1,2-a]pyrazine-6-carboxylic acid C(C1=CC=CC=C1)NC1=NC(=C2N(C1=O)[C@@H](CC2)C(=O)O)C=2CCOCC2